C(C)(C)C1=NN=C2N1N=C(C=C2NC=2C=NC=CC2OC)NC(CC)CC 3-isopropyl-N8-(4-methoxypyridin-3-yl)-N6-(pentan-3-yl)-[1,2,4]triazolo[4,3-b]pyridazine-6,8-diamine